4-hydroxy-1,3,5-triazine OC1=NC=NC=N1